ClC1=C2N(C(NC2=NC(=N1)NC(CN1C(C2=C(C3(C1)CC3)C=C(S2)CC)=O)=O)=O)C N-(6-Chloro-7-methyl-8-oxo-8,9-dihydro-7H-purin-2-yl)-2-(2'-ethyl-7'-oxo-5'H-spiro[cyclopropane-1,4'-thieno[2,3-c]pyridin]-6'(7'H)-yl)acetamide